FC1=[C-]NOC=C1 fluoro-oxazainide